ClC=1C=C(C=CC1C1=NC(=CC=C1)OCC1=C(C=C(C=C1)Cl)F)CC(=O)NC1=C(C=C(C(=O)OC)C=C1)NC[C@H]1OCCC1 methyl (S)-4-(2-(3-chloro-4-(6-((4-chloro-2-fluorobenzyl)oxy)pyridin-2-yl)phenyl)acetamido)-3-(((tetrahydrofuran-2-yl)methyl)amino)benzoate